Nα-Cbz-lysine benzyl ester C(C1=CC=CC=C1)OC([C@@H](NC(=O)OCC1=CC=CC=C1)CCCCN)=O